CC=1C(=NC=CC1)C(=O)NCC1=NOC(C1)C(=O)N 3-((3-methylpicolinamido)methyl)-4,5-dihydroisoxazole-5-carboxamide